4-(2-(2,6-dioxopiperidin-3-yl)-1,3-dioxoisoindoline-5-carbonyl)piperazine O=C1NC(CCC1N1C(C2=CC=C(C=C2C1=O)C(=O)N1CCNCC1)=O)=O